COC1=CC=C(C=C1)C1(C=CC2=C(O1)C=1C=C(C(=CC1C1=C2C(C2=CC(=CC=C21)OC)(C)C)OC)OC)C2=CC=C(C=C2)OC 3,3-di(4-methoxyphenyl)-6,7,11-trimethoxy-13,13-dimethyl-3H,13H-indeno[2',3':3,4]naphtho[1,2-b]pyran